NC(CN1C(=C(C=C1[N+](=O)[O-])F)C(=O)OCC)=O ethyl 1-(2-amino-2-oxoethyl)-3-fluoro-5-nitro-1H-pyrrole-2-carboxylate